N-(2',3-dichloro-[2,3'-bipyridin]-6-yl)-6-((5-hydroxypentyl)amino)pyridine-2-sulfonamide ClC1=NC=CC=C1C1=NC(=CC=C1Cl)NS(=O)(=O)C1=NC(=CC=C1)NCCCCCO